3-(4-ethyl-2-(4-(trifluoromethyl)phenyl)thiazol-5-yl)-1-(4-(2-hydroxyethoxy)-3-methylphenyl)propan-1-ol C(C)C=1N=C(SC1CCC(O)C1=CC(=C(C=C1)OCCO)C)C1=CC=C(C=C1)C(F)(F)F